Cl.CN(CC(=O)O)CCCCCCCCCCCCCCC 2-[methyl-(pentadecyl)amino]acetic acid hydrochloride